4-(1-(5-((1H-pyrazol-1-yl)methyl)pyrimidin-2-yl)piperidin-4-yl)-7-chloro-1-methyl-1,4-dihydropyrido[2,3-b]pyrazine-2,3-dione N1(N=CC=C1)CC=1C=NC(=NC1)N1CCC(CC1)N1C2=C(N(C(C1=O)=O)C)C=C(C=N2)Cl